2-butyl-6-methyl-1,3,6,2-dioxazaborocane-4,8-dione C(CCC)B1OC(CN(CC(O1)=O)C)=O